O[C@H]([C@H]([C@@H]([C@@H](CO)O)O)O)C1SCC(N1)C(=O)O [2-(1R,2S,3R,4R)-(1,2,3,4,5-pentahydroxypentyl)]-1,3-thiazolidine-4-carboxylic acid